(rac)-7-{[(2R,6S)-1-benzyl-4-(3-chloro-2-methylphenyl)-2,6-dimethylpiperidin-4-yl]amino}-2-methylisoquinolin-1-one C(C1=CC=CC=C1)N1[C@@H](CC(C[C@@H]1C)(C1=C(C(=CC=C1)Cl)C)NC1=CC=C2C=CN(C(C2=C1)=O)C)C